N=1N=CN2C1C=NC=C2 [1,2,4]triazolo-[4,3-a]pyrazine